2-Methyl-6-((5-methyl-3-(6-methylpyridin-3-yl)isoxazol-4-yl)methoxy)-1H-pyrrolo[3,4-c]pyridin-3(2H)-on CN1C(C=2C=NC(=CC2C1)OCC=1C(=NOC1C)C=1C=NC(=CC1)C)=O